6-((2-bromo-3-iodophenyl)oxy)-5-(trifluoromethyl)nicotinaldehyde BrC1=C(C=CC=C1I)OC1=NC=C(C=O)C=C1C(F)(F)F